N(=C=O)CN1C(N(C(N(C1=O)CN=C=O)=O)CN=C=O)=O 1,3,5-tris(isocyanatomethyl)-1,3,5-triazine-2,4,6-trione